5-[cyclopropyl(difluoro)methyl]-4-iodo-2-pyrimidin-2-yl-pyrazol-3-amine C1(CC1)C(C=1C(=C(N(N1)C1=NC=CC=N1)N)I)(F)F